ClC=1C(=C(C=CC1Cl)NC=1C2=C(N=CN1)C=NC(=C2)NCCCNC(OC(C)(C)C)=O)F tert-Butyl (3-((4-((3,4-dichloro-2-fluorophenyl)amino)pyrido[3,4-d]pyrimidin-6-yl)amino)propyl)carbamate